N-(2'-(4-(hydroxymethyl)piperidin-1-yl)-[3,4'-bipyridyl]-6-yl)-2-(3-methoxyphenyl)acetamide OCC1CCN(CC1)C1=NC=CC(=C1)C=1C=NC(=CC1)NC(CC1=CC(=CC=C1)OC)=O